ClC=1C(=C(NC2=C(NC3=C2C(NCC3CCF)=O)C3=C(C=NC=C3)OC[C@H]3N(CCOC3)C(=O)OC(C)(C)C)C=CC1)OC tert-butyl (3S)-3-[({4-[3-(3-chloro-2-methoxyanilino)-7-(2-fluoroethyl)-4-oxo-4,5,6,7-tetrahydro-1H-pyrrolo[3,2-c]pyridin-2-yl]pyridin-3-yl}oxy)methyl]morpholine-4-carboxylate